FC(C1=CC=C(CN2[C@H]3CC(C[C@@H]2CC3)N3C=CC2=CC=C(C=C32)C(=O)N)C=C1)(F)F ((1R,3s,5S)-8-(4-(trifluoromethyl)benzyl)-8-azabicyclo[3.2.1]oct-3-yl)-1H-indole-6-carboxamide